cholest-5-ene-3β,7β,25-triol CC(C)(CCC[C@@H](C)[C@H]1CC[C@H]2[C@@H]3[C@H](C=C4C[C@H](CC[C@]4(C)[C@H]3CC[C@]12C)O)O)O